2,2,2-trichloroethyl-(E)-(1-cyclohexenyl-1-(6-methyl-4,8-dioxo-1,3,6,2-dioxazaborocan-2-yl)hex-2-en-1-yl)sulfonamide ClC(CNS(=O)(=O)C(\C=C\CCC)(B1OC(CN(CC(O1)=O)C)=O)C1=CCCCC1)(Cl)Cl